1-(1H-Benzo[d]imidazol-7-yl)ethan-1-on N1C=NC2=C1C(=CC=C2)C(C)=O